C(C)OC(=O)C=1C=C(C=C(C1)C(F)(F)F)N1N=CC(=C1)B(O)O {1-[3-Ethoxycarbonyl-5-(trifluoromethyl)phenyl]pyrazol-4-yl}boronic acid